(E,Z)-2,6-nonadien-1-al C(\C=C\CC\C=C/CC)=O